COC1=CC=C2C3=C(NC2=C1)C(=NCC3)C 7-methoxy-1-methyl-4,9-dihydro-3H-pyrido[3,4-b]indole